(4-(9H-carbazole-9-yl)phenyl)boric acid C1=CC=CC=2C3=CC=CC=C3N(C12)C1=CC=C(C=C1)OB(O)O